2,2'-dithiobis(benzonitrile) C(C1=C(C=CC=C1)SSC1=C(C#N)C=CC=C1)#N